C(C1=CC=CC=C1)N1C(=NC2=C1C=CC(=C2)OC(C)C)C2=C(C=C(OCCCNC(CCCCCC)=O)C=C2)Cl N-(3-(4-(1-benzyl-5-isopropoxy-1H-benzo[d]imidazol-2-yl)-3-chlorophenoxy)propyl)heptanamide